BrC1=CNC(C2=CC=C(C=C12)OC)=O 4-bromo-6-methoxyisoquinolin-1(2H)-one